1-Benzyl-5-(3,5-bistrifluoromethylphenyl)-3,4-dimethyl-3-(2,2,3,3,4,4,5,5,6,6,7,7,7-tridecafluoroheptyl)-1,3-dihydro-2H-pyrrol-2-one C(C1=CC=CC=C1)N1C(C(C(=C1C1=CC(=CC(=C1)C(F)(F)F)C(F)(F)F)C)(CC(C(C(C(C(C(F)(F)F)(F)F)(F)F)(F)F)(F)F)(F)F)C)=O